(1r,4r)-4-(2-((tert-butoxy-carbonyl)amino)propan-2-yl)cyclohexyl methanesulfonate CS(=O)(=O)OC1CCC(CC1)C(C)(C)NC(=O)OC(C)(C)C